[N+](=O)([O-])C=1C=C(C2=C(N(C=N2)CCO)C1)C=1N=CSC1 2-(6-nitro-4-(thiazol-4-yl)-1H-benzo[d]imidazol-1-yl)ethan-1-ol